N-(2,3-difluorobenzyl)-N,2,2-trimethylbutanamide FC1=C(CN(C(C(CC)(C)C)=O)C)C=CC=C1F